N-[(5-methyl-1,3-thiazol-4-yl)methyl]Carbamic acid tert-butyl ester C(C)(C)(C)OC(NCC=1N=CSC1C)=O